FC1(C(C1)C1=C(C(=O)O)C(=CC=C1)F)F 2-(2,2-difluorocyclopropyl)-6-fluorobenzoic acid